C(C)(=O)NC1=CC=C(C(=O)O)C=C1.CC1=C(C2=C(C3=CC=CC=C3C(=C2C=C1OC)C)C)OC 2-methyl-9,10-dimethyl-dimethoxyanthracene 4-acetamidobenzoate